ClC=1SC(=CN1)C1CSC2N1OC(ON2C)C2=CC=CC=C2 3-(2-chloro-5-thiazolyl)-2,3-dihydro-8-methyl-5,7-dioxa-6-phenyl-5H-thiazolo[3,2-a]pyrimidine